C(C)C1(C(CS(=O)(=O)O)O1)NC 3-epoxyethyl-methylaminopropanesulfonic acid